NC=1C(=NC(=CN1)C1=CC(=NC=C1)C1=C2N(N=C1)CC(C2)(C)C)C(=O)N[C@@H]2CNCCC2 (S)-3-amino-6-(2-(5,5-dimethyl-5,6-dihydro-4H-pyrrolo[1,2-b]pyrazol-3-yl)pyridin-4-yl)-N-(piperidin-3-yl)pyrazine-2-carboxamide